(1S,2S)-N-(8-Chloro-6-(1-methyl-1H-pyrazol-4-yl)cinnolin-3-yl)-2-fluorocyclopropanecarboxamide ClC=1C=C(C=C2C=C(N=NC12)NC(=O)[C@H]1[C@H](C1)F)C=1C=NN(C1)C